ClC=1C=2N(C=CC1)N=C(C2)[C@H]2N(CCC1=C2N=CN1)C(=O)C=1OC(=NN1)C1=NC=CC=N1 (S)-(4-(4-chloropyrazolo[1,5-a]pyridin-2-yl)-6,7-dihydro-1H-imidazo[4,5-c]pyridin-5(4H)-yl)(5-(pyrimidin-2-yl)-1,3,4-oxadiazol-2-yl)methanone